C(C=C)(=O)N1C[C@@H](N(C[C@H]1C)C1=NC(N2C3=C(C(=C(C=C13)Cl)C1=C(C=CC=C1O)F)OC[C@@H]2CCCN2CCOCC2)=O)C (3S,10S)-7-((2S,5R)-4-acryloyl-2,5-dimethylpiperazin-1-yl)-9-chloro-10-(2-fluoro-6-hydroxyphenyl)-3-(3-morpholinopropyl)-2,3-dihydro-5H-[1,4]oxazino[2,3,4-ij]quinazolin-5-one